ClC=1C=C(SC1Cl)S(=O)(=O)F 4,5-dichloro-2-thiophenesulfonyl fluoride